4-((3-(2-Chloro-4-phenoxybenzoyl)-1H-pyrrolo[2,3-b]pyridin-4-yl)amino)piperidine ClC1=C(C(=O)C2=CNC3=NC=CC(=C32)NC3CCNCC3)C=CC(=C1)OC1=CC=CC=C1